(4R)-4-benzyl-3-[(2E)-3-phenylprop-2-enyl]-1,3-oxazolidin-2-one C(C1=CC=CC=C1)[C@H]1N(C(OC1)=O)C\C=C\C1=CC=CC=C1